C(CCC)NCCN N-butyl-ethylenediamine